C(CS(=O)(=O)OC1=CC=CC=C1)S(=O)(=O)OC1=CC=CC=C1.[Na] sodium diphenyl ethylenedisulfonate